C(C)C=1N=C(N(C1C)C=C)C 4-ethyl-2,5-dimethyl-1-vinylimidazole